(2-(7-(3-fluorophenyl)-2,7-diazaspiro[4.4]nonan-2-yl)isonicotinoyl)glycine FC=1C=C(C=CC1)N1CC2(CCN(C2)C=2C=C(C(=O)NCC(=O)O)C=CN2)CC1